N(=C=O)CC1(CCCCC1)C isocyanatomethyl-1-methylcyclohexan